potassium 3,4-dihydro-2H-pyran-2-carboxylate O1C(CCC=C1)C(=O)[O-].[K+]